C(CCC)OC(=O)N1CC(CC1)CCN(CCCCCCCCCCCCCC)CCCCCC(=O)OCCCCCCC Butyl-3-(2-((6-(heptyloxy)-6-oxohexyl)(tetradecyl)amino)ethyl)pyrrolidine-1-carboxylate